NC1=CC=C(N=N1)CC1(C(N[C@@H](C1)C(F)(F)F)=O)C(=O)O (5S)-3-((6-aminopyridazin-3-yl)methyl)-2-oxo-5-(trifluoromethyl)pyrrolidine-3-carboxylic acid